CN1N=CC(=C1)C1=CC=2N(C=C1)C(=CN2)C2=CC=CC(=N2)NC2=C(C=CC=C2)C(F)(F)F 6-(7-(1-methyl-1H-pyrazol-4-yl)imidazo[1,2-a]pyridin-3-yl)-N-(2-(trifluoromethyl)phenyl)pyridin-2-amine